6-(1-((5-chloro-1-methyl-1H-pyrazol-4-yl)sulfonyl)piperidin-4-yl)-8-fluoro-[1,2,4]triazolo[1,5-a]pyridine ClC1=C(C=NN1C)S(=O)(=O)N1CCC(CC1)C=1C=C(C=2N(C1)N=CN2)F